2-isopropylpropane-1,2,3-triol C(C)(C)C(CO)(CO)O